CN1CCC(=CC1)C1=C(C=C(C=C1)C1=NNC(OC1)=O)C(F)(F)F 5-[4-(1-Methyl-1,2,3,6-tetrahydropyridin-4-yl)-3-(trifluoromethyl)phenyl]-3,6-dihydro-2H-1,3,4-oxadiazin-2-one